octane-6-carbaldehyde oxime CCCCCC(CC)C=NO